tert-Butyl 8'-bromo-3'-methyl-2-oxo-2',3'-dihydrospiro[azetidine-3,1'-pyrrolo[2,3-c]quinoline]-1-carboxylate BrC1=CC=2C3=C(C=NC2C=C1)N(CC31C(N(C1)C(=O)OC(C)(C)C)=O)C